tert-butyl (S)-4-(3-aminopropyl)-2,2-dimethylpyrrolidine-1-carboxylate hemi-oxalate salt C(C(=O)O)(=O)O.NCCC[C@H]1CC(N(C1)C(=O)OC(C)(C)C)(C)C.C(C)(C)(C)OC(=O)N1C(C[C@@H](C1)CCCN)(C)C